CNNC 1,2-Dimethylhydrazine